C(CCCCCCC(C)C)=O Isodecanal